(2S)-2-{[(3,5-difluorophenyl)acetyl]amino}-N-[(3S)-1-methyl-2-oxo-5-phenyl-2,3-dihydro-1H-1,4-benzodiazepin-3-yl]propionamide FC=1C=C(C=C(C1)F)CC(=O)N[C@H](C(=O)N[C@@H]1C(N(C2=C(C(=N1)C1=CC=CC=C1)C=CC=C2)C)=O)C